(rac)-tert-Butyl 6-(1-methyl-5-(trifluoromethyl)-1H-pyrazol-4-yl)-2-azaspiro[3.4]oct-6-ene-2-carboxylate CN1N=CC(=C1C(F)(F)F)C=1CC2(CN(C2)C(=O)OC(C)(C)C)CC1